ClC=1C(=NC=C(C1)Cl)OC=1C=C(C=CC1)NC(=S)NC(=O)C=1SC=CC1 N-[(3-(3,5-dichloropyridin-2-yloxy)phenyl)thiocarbamoyl]thiophene-2-carboxamide